O=C([C@H](O)[C@@H](O)[C@H](O)[C@H](O)CO)[O-].[K+].O=C([C@H](O)[C@@H](O)[C@H](O)[C@H](O)CO)O gluconic acid potassium gluconate